5-Formyl-N,N-di-methyl-2-((4-(methylsulfonyl)benzyl)-oxy)benzamide C(=O)C=1C=CC(=C(C(=O)N(C)C)C1)OCC1=CC=C(C=C1)S(=O)(=O)C